triisopropylsilyl chloroacetate ClCC(=O)O[Si](C(C)C)(C(C)C)C(C)C